bromopropane triphenylphosphine salt C1(=CC=CC=C1)P(C1=CC=CC=C1)C1=CC=CC=C1.BrCCC